N-(2-chloro-5-methoxyphenyl)-6-fluoro-2-methylpyridin-3-amine ClC1=C(C=C(C=C1)OC)NC=1C(=NC(=CC1)F)C